CC(C)NC(OC1=CC(=CC=C1)OC1=CC(=CC=C1)C(NC)=O)=O 2-(3-(3-(methylcarbamoyl) phenoxy) phenyl) propan-2-ylcarbamate